FC1(COCC1)COC1=NN=C(S1)N 5-((3-fluorotetrahydrofuran-3-yl)methoxy)-1,3,4-thiadiazol-2-amine